(1S)-1-(naphthalen-2-yl)ethan-1-amine C1=C(C=CC2=CC=CC=C12)[C@H](C)N